1-methyl-4-ethylpyridinium cyanide [C-]#N.C[N+]1=CC=C(C=C1)CC